2-(3-(phenylmethyloxy)phenyl)-2-cyclopropylacetaldehyde C1(=CC=CC=C1)COC=1C=C(C=CC1)C(C=O)C1CC1